(S)-2-((((9H-fluoren-9-yl)methoxy)carbonyl)amino)-3-(6-(4-((allyloxy)carbonyl)thiazol-2-yl)pyridin-2-yl)propanoic acid C1=CC=CC=2C3=CC=CC=C3C(C12)COC(=O)N[C@H](C(=O)O)CC1=NC(=CC=C1)C=1SC=C(N1)C(=O)OCC=C